6-(3,5-dimethylphenyl)-2-oxo-3H-imidazo[4,5-b]pyridin CC=1C=C(C=C(C1)C)C=1C=C2C(=NC1)NC(N2)=O